(2-chloro-5-fluorophenyl)-4-(hydroxymethyl)-1-[(4-methoxyphenyl)methyl]pyrrolidin-2-one ClC1=C(C=C(C=C1)F)C1C(N(CC1CO)CC1=CC=C(C=C1)OC)=O